CN(S(=O)(=O)C=1SC(=CC1)S(=O)(=O)NC1=C(C=CC=C1)N1CCCCC1)C N2,N2-dimethyl-N5-[2-(1-piperidyl)phenyl]thiophene-2,5-disulfonamide